[Si](C)(C)(C(C)(C)C)OCC1=NC=2CCN(CC2C=C1)C(COC)(C)C 2-(((tert-butyldimethylsilyl)oxy)methyl)-6-(1-methoxy-2-methylpropan-2-yl)-5,6,7,8-tetrahydro-1,6-naphthyridine